benzyl (3-(((tert-butyldimethylsilyl)oxy)methyl)-2-oxopyrrolidin-3-yl)carbamate [Si](C)(C)(C(C)(C)C)OCC1(C(NCC1)=O)NC(OCC1=CC=CC=C1)=O